BrC1=C2C=NN(C2=CC(=C1)C(=O)OC)C1OCCCC1 methyl 4-bromo-1-(tetrahydropyran-2-yl)-1H-indazole-6-carboxylate